tert-butyl N-[4-chloro-3-[[3-methyl-5-(2-phenylethynyl)pyrazin-2-yl]carbamoyl]phenyl]carbamate ClC1=C(C=C(C=C1)NC(OC(C)(C)C)=O)C(NC1=NC=C(N=C1C)C#CC1=CC=CC=C1)=O